1-methyl-3-cyclohexylimidazole chloride [Cl-].CN1CN(C=C1)C1CCCCC1